2-((((9H-fluoren-9-yl)methoxy)carbonyl)-L-valyl)-N6-(tert-butoxycarbonyl)-L-lysine C1=CC=CC=2C3=CC=CC=C3C(C12)COC(=O)N[C@@H](C(C)C)C(=O)[C@](N)(CCCCNC(=O)OC(C)(C)C)C(=O)O